C(C)(C)(C)N(C(O)=O)CC=1C=C2C(OC(C2=CC1)=O)O.CN1CCN(CC1)C1=CC=C(C=N1)NC1=NC2=C(C=CC=C2C=N1)C=1C=C(C=CC1)NC(C=CC)=O N-(3-(2-((6-(4-methylpiperazin-1-yl)pyridin-3-yl)amino)quinazolin-8-yl)phenyl)but-2-enamide tert-butyl-((3-hydroxy-1-oxo-1,3-dihydroisobenzofuran-5-yl)methyl)carbamate